C(CCCCCCCCCCCCC)N1C(=C(C(C=C1)=O)OCC1=CC=CC=C1)C(C)=O N-tetradecyl-2-acetyl-3-benzyloxypyridin-4-one